(2s,5r)-5-(2,5-difluorophenyl)pyrrolidine-2-carboxylic acid methyl ester COC(=O)[C@H]1N[C@H](CC1)C1=C(C=CC(=C1)F)F